C(C)(C)(C)C1=C(C(=CC(=C1)C)CC1=C(C(=CC(=C1)C)C(C)(C)C)OC(C=C)=O)O 2-tert-butyl-4-methyl-6-(2'-acryloyloxy-3'-tert-butyl-5'-methylbenzyl)phenol